6-(2-(2-(3-amino-2-isopropylpyridin-4-yl)ethoxy)-6-fluorophenyl)-2,5-dichloro-nicotinonitrile NC=1C(=NC=CC1CCOC1=C(C(=CC=C1)F)C1=NC(=C(C#N)C=C1Cl)Cl)C(C)C